triphenylmonomethoxysilane C1(=CC=CC=C1)[Si](OC)(C1=CC=CC=C1)C1=CC=CC=C1